(R)-N-(6-(2-methylmorpholino)pyridin-2-yl)-6-(N-methylsulfamoyl)-2-(6-azaspiro[2.5]octan-6-yl)nicotinamide C[C@H]1OCCN(C1)C1=CC=CC(=N1)NC(C1=C(N=C(C=C1)S(NC)(=O)=O)N1CCC2(CC2)CC1)=O